N,N,N',N'-tetramethyl-pentylenediamine CN(CCCCCN(C)C)C